C(C1=CC=CC=C1)N1C(C=CC1=O)=O (N-benzyl)maleimide